methyl 2-(4-methylpiperazinyl)-2-oxoethyl (2E)-but-2-ene-1,4-dioate C(\C=C\C(=O)OCC(=O)N1CCN(CC1)C)(=O)OC